S1C(=NC2=C1C=CC=C2)C=2C1=C(SC2NC(C)=O)[C@H]2CC[C@@H](C1)N2 N-((5S,8R)-3-(benzo[d]thiazol-2-yl)-5,6,7,8-tetrahydro-4H-5,8-epiminocyclohepta[b]thiophen-2-yl)acetamide